2-[(4-[(2-amino-3-chloropyridin-4-yl)oxy]-3-fluorophenyl)amino]-N-(naphthalen-1-yl)pyridine-3-carboxamide NC1=NC=CC(=C1Cl)OC1=C(C=C(C=C1)NC1=NC=CC=C1C(=O)NC1=CC=CC2=CC=CC=C12)F